isostearamidopropyldimethylamine C(CCCCCCCCCCCCCCC(C)C)(=O)NCCCN(C)C